bis(2-(octyldisulfanyl)ethyl)3,3'-((4-methyl-11-oxo-12-oxa-15,16-dithia-4,8-diazatetracosyl)azanediyl)dipropionate C(CCCCCCC)SSCCOC(CCN(CCC(=O)OCCSSCCCCCCCC)CCCN(CCCNCCC(OCCSSCCCCCCCC)=O)C)=O